Cl.FC1(CN[C@@H]2[C@H]1N(CC2)CCOC(C(=O)O)(C)C)F 2-(2-((cis)-6,6-difluorohexahydropyrrolo[3,2-b]pyrrol-1(2H)-yl) ethoxy)-2-methylpropionate hydrochloride